NC=1C(=NC(=CN1)C1=C(C=CC(=C1)C1=C2N(N=C1)CC(C2)(C)C)F)C(=O)N[C@@H]2CNCC[C@H]2O 3-amino-6-(5-(5,5-dimethyl-5,6-dihydro-4H-pyrrolo[1,2-b]pyrazol-3-yl)-2-fluorophenyl)-N-((3R,4R)-4-hydroxypiperidin-3-yl)pyrazine-2-carboxamide